CN1N=C2C(CN(C=3C(=CC=CC23)[N+](=O)[O-])C([2H])([2H])[2H])=N1 2-methyl-5-(methyl-d3)-6-nitro-4,5-dihydro-2H-[1,2,3]triazolo[4,5-c]quinoline